C(C)(=O)C1=C(N(C2=C(C=CC(=C2C1=O)Cl)Br)C(C1=CC=C(C=C1)Br)=O)S(=O)C 3-acetyl-8-bromo-1-(4-bromobenzoyl)-5-chloro-2-(methylsulfinyl)quinolin-4(1H)-one